4-amino-N-(N,N-dimethylsulfamoyl)pyridinecarboxamide NC1=CC(=NC=C1)C(=O)NS(N(C)C)(=O)=O